methyl 4-chloropyrrolo[1,2-a]quinoxaline-7-carboxylate ClC=1C=2N(C3=CC=C(C=C3N1)C(=O)OC)C=CC2